OCC=1[C@H]([C@@H]([C@H]([C@H](C1)O)O)O)O (1S,2S,3S,4R)-5-(hydroxymethyl)cyclohex-5-ene-1,2,3,4-tetraol